methyl 2-(3-ethoxy-1-(2-ethoxy-2-oxoethyl)-1H-1,2,4-triazol-5-yl)-[1,1'-biphenyl]-3-carboxylate C(C)OC1=NN(C(=N1)C1=C(C=CC=C1C(=O)OC)C1=CC=CC=C1)CC(=O)OCC